ClC1=C(C=C(C=2C=C3N(C12)CCN(C3)C=3SC(=NN3)C)O)Cl 6,7-Dichloro-2-(5-methyl-1,3,4-thiadiazol-2-yl)-3,4-dihydro-1H-pyrazino[1,2-a]indol-9-ol